N-(1-Cyanocyclopropyl)-4-((3S)-4-(diethylamino)-3-fluoropiperidin-1-yl)-9-(5-(difluoromethyl)-1,3,4-thiadiazol-2-yl)-9H-pyrimido[4,5-b]indole-7-sulfonamide C(#N)C1(CC1)NS(=O)(=O)C1=CC=C2C3=C(N(C2=C1)C=1SC(=NN1)C(F)F)N=CN=C3N3C[C@@H](C(CC3)N(CC)CC)F